2-(3-chlorophenyl)-3-(pyridin-4-yl)-4,5,6,7-tetrahydropyrazolo[1,5-a]pyrazine hydrochloride Cl.ClC=1C=C(C=CC1)C1=NN2C(CNCC2)=C1C1=CC=NC=C1